C(C)(C)(C)OC(=O)N1CCC2(CC(C2)C2=CC(=C3C(=N2)C(=CS3)C(NC)=O)C(F)(F)F)CC1 2-(3-(methylcarbamoyl)-7-(trifluoromethyl)thieno[3,2-b]pyridin-5-yl)-7-azaspiro[3.5]nonane-7-carboxylic acid tert-butyl ester